2-(5-cyano-2,3-dihydrothieno[2',3':4,5]benzo[1,2-b][1,4]dioxin-7-yl)-4-methylthiazole-5-carboxylic acid ethyl ester C(C)OC(=O)C1=C(N=C(S1)C1=CC=2C(=C(C3=C(OCCO3)C2)C#N)S1)C